trans-3-hexenoyl-CoA C(C\C=C\CC)(=O)SCCNC(CCNC([C@@H](C(COP(OP(OC[C@@H]1[C@H]([C@H]([C@@H](O1)N1C=NC=2C(N)=NC=NC12)O)OP(=O)(O)O)(=O)O)(=O)O)(C)C)O)=O)=O